N-(2-acetamidoethyl)-1-(5-nitropyridin-2-yl)piperidine-4-carboxamide C(C)(=O)NCCNC(=O)C1CCN(CC1)C1=NC=C(C=C1)[N+](=O)[O-]